1-(tert-butyl)-9,10-bis(n-butylcarbonyloxy)anthracene ethyl-4-(5-cyano-2-cyclopropoxyphenyl)oxazole-2-carboxylate C(C)OC(=O)C=1OC=C(N1)C1=C(C=CC(=C1)C#N)OC1CC1.C(C)(C)(C)C1=CC=CC2=C(C3=CC=CC=C3C(=C12)OC(=O)CCCC)OC(=O)CCCC